C(C)OC(=O)C1(CC=NO1)C(=O)OCC isoxazole-5,5(4H)-dicarboxylic acid diethyl ester